C(C(=O)C)(=O)NNC(=S)N acetoneamidothiourea